[1,3]dioxolan-5-amine O1COCC1N